C1N(CC12CCOCC2)CC2=CC1=C(OC[C@@H](C(N1C)=O)NC(C1=NC=CC(=C1)OC1=CC=CC=C1)=O)C=C2 (S)-N-(7-((7-oxa-2-azaspiro[3.5]nonan-2-yl)methyl)-5-methyl-4-oxo-2,3,4,5-tetrahydrobenzo[b][1,4]oxazepin-3-yl)-4-phenoxypicolinamide